CN(C1=NC2=CC(=CC=C2C=C1)C(F)(F)F)C1=CC=C2C=CN(C2=C1)COCC[Si](C)(C)C N-methyl-7-(trifluoromethyl)-N-(1-[[2-(trimethylsilyl)ethoxy]methyl]indol-6-yl)quinolin-2-amine